bis(chloroacetyl)-1,2-ethylenediamine ClCC(=O)NCCNC(CCl)=O